6-(5-amino-2-methylphenyl)-N-(4-morpholinophenyl)-8,9-dihydroimidazo[1',2':1,6]pyrido[2,3-d]pyrimidin-2-amine NC=1C=CC(=C(C1)C1=CC2=C(N=C(N=C2)NC2=CC=C(C=C2)N2CCOCC2)N2C1=NCC2)C